6-(1H-imidazol-1-yl)-N-(tetrahydro-2H-pyran-3-yl)picolinamide N1(C=NC=C1)C1=CC=CC(=N1)C(=O)NC1COCCC1